NC=1C2=C(N=CN1)N(C(=C2C2=CC=C(C=C2)OC2=NC(=CC=C2)C)C2=NN=C(O2)C2CCN(CC2)C(C=C)=O)C 1-(4-(5-(4-amino-7-methyl-5-(4-((6-methylpyridin-2-yl)oxy)phenyl)-7H-pyrrolo[2,3-d]pyrimidin-6-yl)-1,3,4-oxadiazol-2-yl)piperidin-1-yl)prop-2-en-1-one